ClC1=NC=CC=C1C(C)O 1-(2-chloropyridine-3-yl)ethanol